ClC1=CNC2=NC=CC(=C21)OC2=CC(=C(C=C2)NC(=O)NC2=CC(=C(C=C2)CC2CCN(CC2)C)C(F)(F)F)F 1-(4-((3-chloro-1H-pyrrolo[2,3-b]pyridin-4-yl)oxy)-2-fluorophenyl)-3-(4-((1-methylpiperidin-4-yl)methyl)-3-(trifluoromethyl)phenyl)urea